2-[BUTYL(2-FORMYLPHENYL)AMINO]ACETAMIDE C(CCC)N(CC(=O)N)C1=C(C=CC=C1)C=O